CC=1C=CC(=NC1)N1CCNCCC1 1-(5-Methylpyridin-2-yl)-1,4-diazepane